N-[(1S)-1-(dicyclopropylmethyl)-2-[[5-(3,5-dimethyl-1H-pyrazol-4-yl)-6-fluoro-2-pyridyl]amino]-2-oxo-ethyl]-3-ethyl-triazole-4-carboxamide C1(CC1)C([C@@H](C(=O)NC1=NC(=C(C=C1)C=1C(=NNC1C)C)F)NC(=O)C=1N(N=NC1)CC)C1CC1